8-Cyclopentyl-N-(4-(1-(4-fluorophenyl)-1H-pyrazol-4-yl)benzyl)-7H-purine-6-carboxamide C1(CCCC1)C1=NC2=NC=NC(=C2N1)C(=O)NCC1=CC=C(C=C1)C=1C=NN(C1)C1=CC=C(C=C1)F